1-benzyl-3-(4-(trifluoromethyl)phenyl)-1,4,5,6-tetrahydropyrrolo[3,4-c]pyrazole 2,2,2-trifluoroacetate FC(C(=O)O)(F)F.C(C1=CC=CC=C1)N1N=C(C2=C1CNC2)C2=CC=C(C=C2)C(F)(F)F